C(C1=CC=CC=C1)ON1[C@@H]2CC[C@H](N(C1=O)C2)C(NCC2CCOCC2)=N (2S,5R)-6-(benzyloxy)-7-oxo-N-((tetrahydro-2H-pyran-4-yl)methyl)-1,6-diazabicyclo[3.2.1]octane-2-carboximidamide